C1(CC1)NC(=O)C1=CN(C(C(=C1NC1=C(C=C(C=C1)I)F)C)=O)CC1=C(C(=NC=C1)NS(=O)(=O)CC)F N-Cyclopropyl-1-[[2-(ethylsulfonylamino)-3-fluoropyridine-4-yl]methyl]-4-(2-fluoro-4-iodoanilino)-5-methyl-6-oxopyridine-3-Carboxamide